Azepan-1-yl-[3-imidazo[1,2-a]pyrazin-3-yl-1-(2,2,2-trifluoro-ethyl)-1H-pyrazolo[4,3-c]pyridin-6-yl]-methanone N1(CCCCCC1)C(=O)C1=CC2=C(C=N1)C(=NN2CC(F)(F)F)C2=CN=C1N2C=CN=C1